C[C@@H]1N(CCC1)CC1=NC2=C(N1)C=CC(=C2)NC(=O)C2=CC=C(C=C2)C2CCN(CC2)C(=O)OC(C)(C)C tert-butyl (S)-4-(4-((2-((2-methylpyrrolidin-1-yl)methyl)-1H-benzo[d]imidazol-5-yl)carbamoyl)phenyl)piperidine-1-carboxylate